CC1=C(C=C(C=C1)NC(=O)C1=CN=C2N1CCCC2)C=2C=NC1=CC(=NC=C1C2)NC N-(4-methyl-3-(7-(methylamino)-1,6-naphthyridin-3-yl)phenyl)-5,6,7,8-tetrahydroimidazo[1,2-a]pyridine-3-carboxamide